hexahydropyrrolo[1,2-a]pyrrole C1C2N(CC1)CCC2